2-methyl-2-(methylsulfonyl)-N-((tetrahydro-2H-pyran-2-yl)oxy)-4-(4-(4-(thien-2-ylethynyl)phenyl)-3,6-dihydropyridin-1(2H)-yl)butanamide CC(C(=O)NOC1OCCCC1)(CCN1CCC(=CC1)C1=CC=C(C=C1)C#CC=1SC=CC1)S(=O)(=O)C